N-(Cyclopropylmethyl)-6-[4-(1-ethylpiperidin-4-yl)-1,4-diazepan-1-yl]pyridine-2-carboxamide C1(CC1)CNC(=O)C1=NC(=CC=C1)N1CCN(CCC1)C1CCN(CC1)CC